C(C)OC#CC(C)(C)C ethoxy-3,3-dimethyl-but-1-yne